FC(C1=C(C=CC(=C1)C(F)(F)F)[C@@H](C)N1N=CC(=C1)NC(=O)C=1OC(=NN1)C1=NC=CC=C1)(F)F (R)-(R)-N-(1-(1-(2,4-bis(trifluoromethyl)phenyl)ethyl)-1H-pyrazol-4-yl)-5-(pyridin-2-yl)-1,3,4-oxadiazole-2-carboxamide